CN(CCCOC1=CC=C(C=C1)C1=CC=C2N=CC=3N(C2=C1)C(=NC3C)C3CCOCC3)C N,N-dimethyl-3-(4-(3-methyl-1-(tetrahydro-2H-pyran-4-yl)imidazo[1,5-a]quinoxalin-8-yl)phenoxy)propan-1-amine